CN1N=CC(=C1C1=CC=2N(C=C1)N=C(C2)NC(=O)C2CC2)OC[C@H]2CNCCO2 N-[5-[2-methyl-4-[[(2R)-morpholin-2-yl]methoxy]pyrazol-3-yl]pyrazolo[1,5-a]pyridin-2-yl]cyclopropanecarboxamide